CN1N=NC(=C1NC(O[C@H](C)C=1C(=NC=CC1)Cl)=O)C1=CC2=C(NC(OC2)=O)C=C1 (R)-1-(2-chloropyridin-3-yl)ethyl (1-methyl-4-(2-oxo-1,4-dihydro-2H-benzo[d][1,3]-oxazin-6-yl)-1H-1,2,3-triazol-5-yl)-carbamate